FC=1C=2N(C=C(C1)NC(=O)C1=CC=C(C3=C1N=C(O3)C)C3CCN(CC3)C(=O)OC(C)(C)C)C=C(N2)C tert-butyl 4-[4-([8-fluoro-2-methylimidazo[1,2-a]pyridin-6-yl]carbamoyl)-2-methyl-1,3-benzoxazol-7-yl]piperidine-1-carboxylate